4-((5-chloro-4-(1-isopropyl-1H-pyrazol-4-yl)pyrimidin-2-yl)amino)-3-methoxy-N-(1-phenylethyl)benzamide (S)-tert-butyl-5-oxotetrahydrofuran-2-carboxylate C(C)(C)(C)OC(=O)[C@H]1OC(CC1)=O.ClC=1C(=NC(=NC1)NC1=C(C=C(C(=O)NC(C)C2=CC=CC=C2)C=C1)OC)C=1C=NN(C1)C(C)C